NC1=NC=NN2C1=CC=C2C2(O[C@]([C@H]([C@H]2OCC2=CC=CC=C2)OCC2=CC=CC=C2)(C=C)COCC2=CC=CC=C2)O (3R,4S,5R)-2-(4-aminopyrrolo[2,1-f][1,2,4]triazin-7-yl)-3,4-bis(benzyloxy)-5-((benzyloxy)methyl)-5-vinyltetrahydrofuran-2-ol